7-bromo-2-formylimidazo[1,2-a]pyridine-3-carboxylic acid ethyl ester C(C)OC(=O)C1=C(N=C2N1C=CC(=C2)Br)C=O